OCC(=O)NCC=1SC(=CC1)C(CSC=1OC2=C(N1)C=C(C=C2)C(F)(F)F)=O 2-hydroxy-N-((5-(2-((5-(trifluoromethyl)benzo[d]oxazol-2-yl)thio)acetyl)thiophen-2-yl)methyl)acetamide